(2S,4R)-1-[(2S)-2-(4-cyclopropyltriazol-1-yl)-3,3-dimethyl-butanoyl]-4-hydroxy-N-[3-(6-oxo-1,3,4,7,8,8a-hexahydropyrrolo[1,2-a]pyrazin-2-yl)cyclopentyl]pyrrolidine-2-carboxamide C1(CC1)C=1N=NN(C1)[C@H](C(=O)N1[C@@H](C[C@H](C1)O)C(=O)NC1CC(CC1)N1CC2N(CC1)C(CC2)=O)C(C)(C)C